tert-Butyl 4-(((7-((tert-butoxycarbonyl) (pyridin-4-ylmethyl)amino)-3-iso-propylpyrazolo[1,5-a]pyrimidin-5-yl)amino)methyl)-4-((triethylsilyl)oxy)piperidine-1-carboxylate C(C)(C)(C)OC(=O)N(C1=CC(=NC=2N1N=CC2C(C)C)NCC2(CCN(CC2)C(=O)OC(C)(C)C)O[Si](CC)(CC)CC)CC2=CC=NC=C2